chloro-6-(pyrrolidine-1-carbonyl)pyridine-2-sulfonyl chloride ClC=1C(=NC(=CC1)C(=O)N1CCCC1)S(=O)(=O)Cl